[N+](=O)([O-])C1=CC=C(C=C1)N1N=C(C=2C1=NC=CC2)N (4-nitrophenyl)-1H-pyrazolo[3,4-b]pyridin-3-amine